C(C)(C)(C)OC(CC=1C=NC(=NC1)NC(CN1N=C(C2=C(C1=O)C=C(O2)C2CC2)C)=O)=O [2-[[2-(2-cyclopropyl-7-methyl-4-oxo-furo[2,3-d]pyridazin-5-yl)acetyl]amino]pyrimidin-5-yl]acetic acid tert-butyl ester